tert-Butyl 4-(((6-((5-(1,3,4-oxadiazol-2-yl)isoindolin-2-yl)methyl)-4-oxo-4H-pyran-3-yl)oxy)methyl)piperidine-1-carboxylate O1C(=NN=C1)C=1C=C2CN(CC2=CC1)CC1=CC(C(=CO1)OCC1CCN(CC1)C(=O)OC(C)(C)C)=O